BrC1=C2C=C(NC2=C(C=C1)F)C 4-Bromo-7-fluoro-2-methyl-1H-indole